5-[(4R,10bS)-4-methyl-8-[[(3R)-3-piperidinyl]amino]-3,4,6,10b-tetrahydro-1H-pyrazino[2,1-a]isoindol-2-yl]quinoline-8-carbonitrile C[C@@H]1CN(C[C@H]2N1CC1=CC(=CC=C21)N[C@H]2CNCCC2)C2=C1C=CC=NC1=C(C=C2)C#N